C1(CC1)C1=NC2=CC=CC=C2C(=C1C=CC=O)C1=CC=C(C=C1)F 3-[2-cyclopropyl-4-(4-fluorophenyl)-3-quinolinyl]-2-propenal